2-bromo-5-(4H-1,2,4-triazol-4-yl)benzoic acid methyl ester COC(C1=C(C=CC(=C1)N1C=NN=C1)Br)=O